ClS1C=CC(=C1)Cl 1,4-Dichlorothiophene